C(#N)C1=C(C(=C(C=C1)N1C(N(C(C1=O)(C)C)CCCC(=O)N(C)C)=S)F)SC 4-(3-(4-cyano-2-fluoro-3-(methylthio)phenyl)-5,5-dimethyl-4-oxo-2-thioxoimidazolidin-1-yl)-N,N-dimethylbutanamide